1,3-bis(4-allyloxybutyl)imidazolium sodium [Na+].C(C=C)OCCCCN1C=[N+](C=C1)CCCCOCC=C